ClC1=CC=C(C(=N1)C(=O)O)N[C@H](C)C1=C2N=C(C(=NC2=CC(=C1)C)C#N)N1CCN(CC1)C1=C(C(=CC=C1)C#N)C (R)-6-chloro-3-((1-(2-cyano-3-(4-(3-cyano-2-methylphenyl)piperazin-1-yl)-7-methylquinoxalin-5-yl)ethyl)amino)picolinic acid